BrC=1C=C(C(=NC1)N1CCC(CC1)OC(=O)N1CCC(CC1)N1N=C2C=C(C(=CC2=C1)C(=O)OC)OC(C)C)F methyl 2-[1-[[1-(5-bromo-3-fluoro-2-pyridinyl)-4-piperidinyl] oxycarbonyl]-4-piperidinyl]-6-isopropoxy-indazole-5-carboxylate